Quinoline-4-boronic acid pinacol ester N1=CC=C(C2=CC=CC=C12)B1OC(C)(C)C(C)(C)O1